2-(2,6-dichloro-3,5-dimethoxyphenyl)pyridazin-3(2H)-on ClC1=C(C(=C(C=C1OC)OC)Cl)N1N=CC=CC1=O